FC1=C(C=CC(=C1)F)C(CC(=O)NC1(CC1)C1=CC(=C(C=C1)F)OCC(F)(F)F)(C)O 3-(2,4-difluorophenyl)-N-(1-(4-fluoro-3-(2,2,2-trifluoroethoxy)phenyl)-cyclopropyl)-3-hydroxybutanamide